NC1=NC=2C3=C(CC(C2C=N1)(C)C)C(=NN3)C(=O)NC=3SC=C(N3)CC(=O)N3CCC(CC3)N3CCC(CC3)C 8-amino-5,5-dimethyl-N-{4-[2-(4-methyl-1,4'-bipiperidin-1'-yl)-2-oxoethyl]-1,3-thiazol-2-yl}-4,5-dihydro-1H-pyrazolo[4,3-H]quinazoline-3-carboxamide